5-chloro-1-((6-(3-fluoro-4-methoxyphenyl)pyridin-3-yl)methyl)-1H-indazole ClC=1C=C2C=NN(C2=CC1)CC=1C=NC(=CC1)C1=CC(=C(C=C1)OC)F